ClCC1=COC2=C1C=CC=C2 3-(chloromethyl)benzofuran